ClC=1C2=C(SC1C(=O)C1=C(C=C(C=C1)F)C)C=C(C=C2)OC (3-chloro-6-methoxybenzo[b]thiophen-2-yl)(4-fluoro-2-methylphenyl)methanone